C1=CC=CC=2C3=CC=CC=C3C(C12)COC(=O)N1CCC(CC1)OC1=CC=C(C=C1)[N+](=O)[O-] 9H-fluoren-9-ylmethyl-4-(4-nitrophenoxy)piperidine-1-carboxylate